ClC=1C=C(C(=NC1)N1CC(N(C2(CC3(CN(C3)C=O)C2)C1=O)CC1=CC=C(C=C1)C)=O)F 10-(5-chloro-3-fluoro-pyridin-2-yl)-7-(4-methyl-benzyl)-8,11-dioxo-2,7,10-triazadispiro[3.1.56.14]-dodecane-2-carbaldehyde